C[SiH](OCC1C(C(CCC1)C(C)C)OC)C dimethyl-(3-isopropyl-2-methoxycyclohexyl)methoxysilane